C(CCCCC(C)C)N(CCCCCC(C)C)CC(=O)OCC(C)C isobutyl N,N-di-isooctylaminoacetate